ClCC1=NN(N=C1C(F)F)C(F)F 4-(chloromethyl)-2,5-bis(difluoro-methyl)-2H-1,2,3-triazole